F[C@@]12[C@]3(CCC(C=C3CC[C@H]1[C@@H]1CC[C@](C(CO)=O)([C@]1(C[C@@H]2O)C)O)=O)C (11β)-9-Fluoro-11,17,21-trihydroxypregn-4-ene-3,20-dione